C1(=CC=CC=C1)CSC1=NC(=NC(=C1)Cl)Cl 4-(Phenylmethylthio)-2,6-dichloropyrimidine